N2-[2-(4-isopropylpiperazino)pyridin-5-yl]-5-methyl-N4-(2-oxo-2,3-dihydro-1,3-benzoxazol-5-yl)-2,4-pyrimidinediamine C(C)(C)N1CCN(CC1)C1=NC=C(C=C1)NC1=NC=C(C(=N1)NC=1C=CC2=C(NC(O2)=O)C1)C